C(#N)C1=CC=2N(N=C1)C(=CC2)C2=CC(=C(C=N2)C2=NN=C(S2)C21CCC(C2)(C1)NC(C(C)(C)O)=O)NC1COC1 N-(4-(5-(6-(3-cyanopyrrolo[1,2-b]pyridazin-7-yl)-4-(oxetan-3-ylamino)pyridin-3-yl)-1,3,4-thiadiazol-2-yl)bicyclo[2.1.1]hexan-1-yl)-2-hydroxy-2-methylpropanamide